C(#CC)[C@@H]1CNC(N1C=1SC=2C(=C3N=CC=NC3=CC2)N1)=O |r| (RS)-5-(prop-1-yn-1-yl)-1-(thiazolo[4,5-f]quinoxalin-2-yl)imidazolidin-2-one